C1(CC1)C1=CC(=NN1)NC1=NC(=NC=C1)N1CC(CC(C1)(F)F)CN1C(C2=CC=CC=C2C1=O)=O 2-[[1-[4-[(5-Cyclopropyl-1H-pyrazol-3-yl)amino]pyrimidin-2-yl]-5,5-difluoro-3-piperidyl]methyl]isoindoline-1,3-dione